N-(5-(3,4-Difluorophenoxy)-2-(1-methyl-1H-pyrazol-3-yl)phenyl)-1-methyl-5-oxopyrrolidine-2-carboxamide FC=1C=C(OC=2C=CC(=C(C2)NC(=O)C2N(C(CC2)=O)C)C2=NN(C=C2)C)C=CC1F